ethyl 4-bromo-6-methyl-1-(4-methylbenzenesulfonyl)-7-oxopyrrolo[2,3-c]pyridine-2-carboxylate BrC=1C2=C(C(N(C1)C)=O)N(C(=C2)C(=O)OCC)S(=O)(=O)C2=CC=C(C=C2)C